o-Cyanoanilin C(#N)C1=C(N)C=CC=C1